tert-butyl (R)-methyl((8-(1-methyl-1H-pyrazol-4-yl)chroman-4-yl)methyl)carbamate CN(C(OC(C)(C)C)=O)C[C@@H]1CCOC2=C(C=CC=C12)C=1C=NN(C1)C